8-(bis(4-methoxybenzyl)amino)-6-butoxy-3-(4-(pyrrolidin-1-ylmethyl)benzyl)-3,4-dihydropyrimido[5,4-d]pyrimidin-2(1H)-one COC1=CC=C(CN(C2=NC(=NC3=C2NC(N(C3)CC3=CC=C(C=C3)CN3CCCC3)=O)OCCCC)CC3=CC=C(C=C3)OC)C=C1